(R)-2-((1-(2-(3-cyclopropylphenyl)-3,7-dimethyl-4-oxo-4H-pyrido[1,2-a]pyrimidin-9-yl)ethyl)amino)benzoic acid C1(CC1)C=1C=C(C=CC1)C=1N=C2N(C(C1C)=O)C=C(C=C2[C@@H](C)NC2=C(C(=O)O)C=CC=C2)C